ClC1=NC=C(C(=C1)C1=C(C=NC(=C1)C)C(=O)NC=1SC2=C(N1)CC[C@@H](C2)C(=O)N[C@@H]2[C@@H](CC2)O)OC (S)-2-(2'-Chloro-5'-methoxy-6-methyl-[4,4'-bipyridine]-3-carboxamido)-N-((1S,2R)-2-hydroxycyclobutyl)-4,5,6,7-tetrahydrobenzo[d]thiazole-6-carboxamide